[Sr].[Al].[Mn].[Co].[Ni] nickel-cobalt-manganese-aluminum-strontium